tert-butyl 4-(6-(hydroxymethyl)-5-methoxy-pyridin-3-yl)piperazine-1-carboxylate OCC1=C(C=C(C=N1)N1CCN(CC1)C(=O)OC(C)(C)C)OC